C(C)C=1C(NC2=C(N1)C=NC(=C2)CNC2CC(C2)NC2=CC=C(C=C2)F)=O 3-ethyl-7-(((3-((4-fluorophenyl)amino)cyclobutyl)amino)methyl)pyrido[3,4-b]pyrazin-2(1H)-one